2-chloro-4,5,7-trimethylquinoline ClC1=NC2=CC(=CC(=C2C(=C1)C)C)C